2-methyl-8-nitroindolo[2,1-b]quinazoline-6,12-dione CC=1C=C2C(N3C(=NC2=CC1)C(C1=CC(=CC=C13)[N+](=O)[O-])=O)=O